C(C)(=O)O[C@@H]1/C=C/C[C@H]2[C@@H]([C@H]2CC1)C(=O)OCC ethyl (1R,5S,8S,9R,E)-5-acetoxybicyclo[6.1.0]non-3-ene-9-carboxylate